1-(2-cyanoethyl)-2-cyanoethyl-4-methylimidazole C(#N)CCC(CC#N)C=1NC=C(N1)C